C(C)S(=O)(=O)C=1C(=NC2=CC=CC=C2C1)NCC=1C(=CC2=C(OC(O2)(F)F)C1)C(=O)OCC ethyl 6-[[(3-ethylsulfonyl-2-quinolyl)amino]methyl]-2,2-difluoro-1,3-benzodioxole-5-carboxylate